(E)-10-(2-(2-(4-(dicyanomethylene)-6-hydroxy-4H-benzopyran-2-yl)vinyl)-5-hydroxyphenoxy)decanoic acid C(#N)C(=C1C=C(OC2=C1C=C(C=C2)O)/C=C/C2=C(OCCCCCCCCCC(=O)O)C=C(C=C2)O)C#N